2,4-dimethoxy-6-{[1-(3-chlorobenzoyl)piperidin-4-ylidene]methyl}benzoic acid methyl ester COC(C1=C(C=C(C=C1C=C1CCN(CC1)C(C1=CC(=CC=C1)Cl)=O)OC)OC)=O